tert-butyl 5-(6-bromo-4-fluoro-2-pyridyl)-3,6-dihydro-2H-pyridine-1-carboxylate BrC1=CC(=CC(=N1)C1=CCCN(C1)C(=O)OC(C)(C)C)F